2,5-diisocyanatomethylnorbornene N(=C=O)CC=1C2CC(C(C1)C2)CN=C=O